COC=1C=C(C=C(C1)OC)NC=1C=C2N=C(C=NC2=CC1)C=1C=NN(C1)C1OCCCC1 N-(3,5-dimethoxyphenyl)-3-(1-(tetrahydro-2H-pyran-2-yl)-1H-pyrazol-4-yl)quinoxalin-6-amine